6-[3-[1-[[6-chloro-8-(trifluorometh-yl)quinazolin-4-yl]amino]ethyl]pyrazin-2-yl]-2-methyl-pyridazin-3-one ClC=1C=C2C(=NC=NC2=C(C1)C(F)(F)F)NC(C)C=1C(=NC=CN1)C=1C=CC(N(N1)C)=O